(R)-2-(1-(2-(1-hydroxyethyl)-1H-imidazo[4,5-c][1,5]naphthyridin-1-yl)piperidin-4-yl)acetonitrile O[C@H](C)C=1N(C2=C(C=NC=3C=CC=NC23)N1)N1CCC(CC1)CC#N